(6S)-6-amino-2-cyclopropyl-4-methyl-7,8-dihydro-6H-pyrazolo[1,5-a][1,3]diazepin-5-one N[C@@H]1C(N(C=2N(CC1)N=C(C2)C2CC2)C)=O